OCCOC1=CC=C(C=C1)C(C(C)(C)O)=O 1-[4'-(2-hydroxyethoxy)phenyl]-2-hydroxy-2-methyl-1-propanone